[Xe](F)F xenon difluoride